1-(4-(4-amino-3-iodo-1H-pyrazolo[3,4-d]pyrimidin-1-yl)piperidin-1-yl)-2-methylpropan-1-one NC1=C2C(=NC=N1)N(N=C2I)C2CCN(CC2)C(C(C)C)=O